N-[3-[2-(difluoromethoxy)-5-methylsulfanyl-phenyl]-1-[2-[4-[(2S)-2-(hydroxymethyl)morpholin-4-yl]-1-piperidyl]-2-oxo-ethyl]pyrazol-4-yl]pyrazolo[1,5-a]pyrimidine-3-carboxamide FC(OC1=C(C=C(C=C1)SC)C1=NN(C=C1NC(=O)C=1C=NN2C1N=CC=C2)CC(=O)N2CCC(CC2)N2C[C@H](OCC2)CO)F